[N+](=O)([O-])C1=CC=C(C=C1)C1=CCN(CC1)C(=O)OC(C)(C)C tert-butyl 4-(4-nitrophenyl)-5,6-dihydropyridine-1(2H)-carboxylate